ClC=1C(=CC(=C(C1)S(=O)(=O)N(CC1=CC=C(C=C1)OC)C1=NC(=CC=C1)F)F)C1CC(CC1)(OC)CO 5-chloro-2-fluoro-N-(6-fluoropyridin-2-yl)-4-(3-(hydroxymethyl)-3-methoxycyclopentyl)-N-(4-methoxybenzyl)benzenesulfonamide